C1(CC1)C1=CC2=C(N(C(N=C2N2[C@H](CN(CC2)C(=O)OC(C)(C)C)C)=O)C=2C(=NC=CC2C)C(C)C)N=C1C1=C(C=CC=C1O)F tert-butyl (3S)-4-(6-cyclopropyl-7-(2-fluoro-6-hydroxyphenyl)-1-(2-isopropyl-4-methylpyridin-3-yl)-2-oxo-1,2-dihydropyrido[2,3-d]pyrimidin-4-yl)-3-methylpiperazine-1-carboxylate